FC1CCN(CC1)C(=O)C=1C=C2C(=NC1)N(N(C2=O)C)C2=CC=C(C#N)C=C2 4-[5-(4-fluoropiperidine-1-carbonyl)-2-methyl-3-oxopyrazolo[3,4-b]pyridin-1-yl]benzonitrile